O=C1NC(CCC1NC1=CC(=C(C=C1)N1CCN(CC1)CCC(=O)OC(C)(C)C)F)=O tert-Butyl 3-(4-{4-[(2,6-dioxopiperidin-3-yl)amino]-2-fluorophenyl}piperazin-1-yl)propanoate